BrC1=CC=NC(=C1C(=O)C1CCN(CC1)C(=O)OC(C)(C)C)F tert-butyl 4-(4-bromo-2-fluoronicotinoyl)piperidine-1-carboxylate